4-ethyl-2-pyridylsulfonamide sodium salt [Na].C(C)C1=CC(=NC=C1)S(=O)(=O)N